N-(azetidin-3-yl)-3-chloro-5-((2-fluoro-4-iodophenyl)amino)isonicotinamide N1CC(C1)NC(C1=C(C=NC=C1NC1=C(C=C(C=C1)I)F)Cl)=O